N1=CC=CC2=CC=CC(=C12)NC(CC=C)=O N-(quinoline-8-yl)-3-butenamide